BrC1=CC(=C(C(=C1)C)NC(=O)[O-])C 4-bromo-2,6-dimethylbenzenecarbamate